N-((R)-1-(3-(difluoromethyl)-2-fluorophenyl)ethyl)-1-(1-(difluoromethyl)cyclobutyl)-4-(((1R,5s,6s)-3-methyl-3-azabicyclo[3.1.1]hept-6-yl)amino)-6-oxo-1,6-dihydropyridine-3-carboxamide FC(C=1C(=C(C=CC1)[C@@H](C)NC(=O)C1=CN(C(C=C1NC1[C@@H]2CN(C[C@H]1C2)C)=O)C2(CCC2)C(F)F)F)F